(E)-4-bromo-3-(2-(2-phenyl-1,3-dithian-2-yl)vinyl)-1H-indole BrC1=C2C(=CNC2=CC=C1)\C=C\C1(SCCCS1)C1=CC=CC=C1